(3-(isocyanatomethyl) phenyl) carbamate C(N)(OC1=CC(=CC=C1)CN=C=O)=O